1-[5-(Azetidin-3-yl)-2-pyridyl]-3-(trifluoromethyl)azetidin-3-ol N1CC(C1)C=1C=CC(=NC1)N1CC(C1)(O)C(F)(F)F